C12CC(CC(CC1)O2)C=2C=C(C(C=CC2)=O)O 4-(8-oxabicyclo[3.2.1]octan-3-yl)-2-hydroxycyclohepta-2,4,6-trien-1-one